[I-].C(C)(C)N1CC(C2=CC=CC=C12)(C)C 1-isopropyl-3,3-dimethyl-3H-indole iodide